CN(C=1N(C2=C(C(=NC=3C=CC=CC23)N(CC2=CC=CC=C2)CC2=CC=CC=C2)N1)CC(C)C)C N2,N2-dimethyl-1-(2-methylpropyl)-N4,N4-bis(phenylmethyl)-1H-imidazo[4,5-c]quinoline-2,4-diamine